NAPHTHYLACETIC ACID C1=CC=C2C(=C1)C=CC=C2CC(=O)O